C(C)(C)(C)OC(=O)N1C[C@H]2CC[C@@H](C1)C2O (1R,5S)-8-hydroxy-3-azabicyclo[3.2.1]octane-3-carboxylic acid tert-butyl ester